(5-Hydroxy-1,4-dioxo-1,4-dihydronaphthalen-2-yl)-L-leucine methyl ester COC([C@@H](NC=1C(C2=CC=CC(=C2C(C1)=O)O)=O)CC(C)C)=O